4-(2-oxoindolin-7-yl)isoindoline-2-carbonitrile O=C1NC2=C(C=CC=C2C1)C1=C2CN(CC2=CC=C1)C#N